(S)-2-((tert-Butoxycarbonyl)amino)-3-(3-methoxyphenyl)propane C(C)(C)(C)OC(=O)N[C@@H](C)CC1=CC(=CC=C1)OC